4-(((2-(Benzylamino)-5-phenylthieno[2,3-d]pyrimidin-4-yl)amino)methyl)-benzenesulfonamide C(C1=CC=CC=C1)NC=1N=C(C2=C(N1)SC=C2C2=CC=CC=C2)NCC2=CC=C(C=C2)S(=O)(=O)N